fluorenyl-aminodimethyl-titanium C1(=CC=CC=2C3=CC=CC=C3CC12)[Ti](C)(C)N